CNC1COCC2=CC(=CC=C12)C(C)=O 1-(4-(methylamino)isochroman-7-yl)ethan-1-one